[1-(ethoxymethyl)-2,2-dimethyl-but-3-enyl]benzene C(C)OCC(C(C=C)(C)C)C1=CC=CC=C1